3-(pyridin-3-yl)5-acetyl-2,6-dimethyl-4-(thieno[2,3-b]pyridin-3-yl)-1,4-dihydropyridine-3-carboxylic acid benzyl ester C(C1=CC=CC=C1)OC(=O)C1(C(NC(=C(C1C1=CSC2=NC=CC=C21)C(C)=O)C)C)C=2C=NC=CC2